ClC1=NC=C(C(=C1)Cl)C1OC1 2,4-dichloro-5-(oxiran-2-yl)pyridine